N[Pt](N)Cl diaminoplatinum chloride